4-[[2-[(2,3-Dichlorobenzoyl)amino]-1-oxopropyl]amino]pentanoic acid ClC1=C(C(=O)NC(C(=O)NC(CCC(=O)O)C)C)C=CC=C1Cl